tert-butyl (4-(3-((4-(((tert-butyldimethylsilyl)oxy)methyl)-3-(trifluoromethyl)phenyl)carbamoyl)quinolin-2-yl)phenyl)carbamate [Si](C)(C)(C(C)(C)C)OCC1=C(C=C(C=C1)NC(=O)C=1C(=NC2=CC=CC=C2C1)C1=CC=C(C=C1)NC(OC(C)(C)C)=O)C(F)(F)F